C(C)(C)(C)OC(=O)N1CCC(CC1)C=1C=C2C(=C(NC2=CC1C(F)(F)F)Br)C(C)C 4-(2-bromo-3-isopropyl-6-(trifluoromethyl)-1H-indol-5-yl)piperidine-1-carboxylic acid tert-butyl ester